4-(8-chloro-2-(((2R,7aS)-2-fluorotetrahydro-1H-pyrrolizin-7a(5H)-yl)methoxy)-4-methyl-5,6-dihydro-4H-[1,4]oxazepino[5,6,7-de]quinazolin-9-yl)benzo[d]thiazol-2-amine ClC1=C2C=3C(=NC(=NC3C=C1C1=CC=CC3=C1N=C(S3)N)OC[C@]31CCCN1C[C@@H](C3)F)N(CCO2)C